[K].[N+](=O)([O-])C1C(C(C(C=C1)(NC1=CC=CC=C1)[N+](=O)[O-])([N+](=O)[O-])[N+](=O)[O-])([N+](=O)[O-])[N+](=O)[O-] hexanitrodiphenylamine potassium salt